(S)-N-methyl-1-((3-methyl-6-(4,4,4-trifluorobutoxy)-3,4-dihydronaphthalen-2-yl)methyl)-N-propylazetidine-3-carboxamide CN(C(=O)C1CN(C1)CC1=CC2=CC=C(C=C2C[C@@H]1C)OCCCC(F)(F)F)CCC